CN1CC2(CN(C2)C2=CC=CC(=N2)CN)C1 1-(6-[6-methyl-2,6-diazaspiro[3.3]heptan-2-yl]pyridin-2-yl)methylamine